NCC1(C2CCN(CC12)C(=O)OC(C)(C)C)C1=NC=CC=C1F tert-butyl 7-(aminomethyl)-7-(3-fluoropyridin-2-yl)-3-azabicyclo[4.1.0]heptane-3-carboxylate